[1-[[4-[methyl (2-phenoxyethyl) amino] tetrahydropyran-4-carbonyl] amino] cyclopropyl] pyridine-2-carboxylate N1=C(C=CC=C1)C(=O)OC1(CC1)NC(=O)C1(CCOCC1)N(CCOC1=CC=CC=C1)C